COC1=CC=C(C=C1)C(OC[C@@H]1[C@H](C[C@@H](O1)N1C2=NC=NC(=C2NC1=O)NC(C)C)O)(C1=CC=CC=C1)C1=CC=C(C=C1)OC 9-((2R,4S,5R)-5-((bis(4-methoxyphenyl)(phenyl)methoxy)methyl)-4-hydroxytetrahydrofuran-2-yl)-6-(isopropylamino)-7,9-dihydro-8H-purin-8-one